(S)-3-(2-(Pyrrolidin-3-yloxy)ethoxy)benzonitrile N1C[C@H](CC1)OCCOC=1C=C(C#N)C=CC1